CC(CC1=CC=C(C=C1)CC(CC(C)N)C)CC(C)N 1,4-bis(2-methyl-4-amino-pentyl)-benzene